BrC1=C(C=CC(=C1)C(F)(F)F)C1=CC=C(C=C1)C(=O)NC1=CC(=C(C=C1)O)NS(=O)(=O)C 2'-bromo-N-(4-hydroxy-3-(methylsulfonylamino)phenyl)-4'-(trifluoromethyl)-[1,1'-biphenyl]-4-carboxamide